BrC1=CN2C(=NC(=CC2=O)N2CCN(CC2)C)S1 2-bromo-7-(4-methylpiperazin-1-yl)-5H-thiazolo[3,2-a]pyrimidin-5-one